CC1CCC(C(C1)C(C(=O)O)CC(=O)O)C(C)C.ClC1=CC=C(C=CC2=C(C(=O)NCC(=O)N3C(CC(C3)(F)F)C#N)C=CN=C2)C=C1 3-(4-chlorostyryl)-N-(2-(2-cyano-4,4-difluoropyrrolidin-1-yl)-2-oxoethyl)isonicotinamide 5-methyl-2-(propan-2-yl)cyclohexyl-Butanedioate